FC(OCC1=NN(C(=C1)C(=O)OCC)C)F ethyl 3-((difluoromethoxy) methyl)-1-methyl-1H-pyrazole-5-carboxylate